N1,N3-dimethyl-N1-(3-(methylamino)propyl)-N3-tritylpropane-1,3-diamine CN(CCCN(C(C1=CC=CC=C1)(C1=CC=CC=C1)C1=CC=CC=C1)C)CCCNC